C(/C)=C/1\[C@H]2[C@@H]3C[C@H]4O[C@]4(C[C@@H]3[C@@H](C1)C2)C |r| (1RS,2RS,4SR,6RS,8RS,9RS,10E)-10-ethylidene-4-methyl-5-oxatetracyclo[7.2.1.02,8.04,6]dodecane